[I-].[Se]1C(=NC2=C1C=CC=C2)C2=CC=[N+](C=C2)CCCCCC 4-(Benzoselenazol-2-yl)-1-hexylpyridin-1-ium iodide